3-(1-methyl-1H-imidazol-2-yl)propionic acid CN1C(=NC=C1)CCC(=O)O